ClC=1C=NC(=C(C(=O)NC2CCC(CC2)CN2C(N(C3=C2C=CC=C3)C=3C=NC(=CC3)C3CC3)=O)C1)C 5-chloro-N-(4-((3-(6-cyclopropylpyridin-3-yl)-2-oxo-2,3-dihydro-1H-benzo[d]imidazol-1-yl)methyl)cyclohexyl)-2-methylnicotinamide